2-(5-bromo-1H-benzimidazol-1-yl)-1-(4-(5-(2,6-difluorophenyl)-4,5-dihydroisoxazol-3-yl)thiazol-2-yl)ethan-1-one BrC1=CC2=C(N(C=N2)CC(=O)C=2SC=C(N2)C2=NOC(C2)C2=C(C=CC=C2F)F)C=C1